COC([C@@H](NC(C)=O)CS)=O N-acetylcysteine methyl ester